2-chloro-3-(5-{[(4-fluorophenyl)methyl](methyl)amino}-3-{1-[(3-hydroxypyrrolidin-1-yl)sulfonyl]-5-oxopyrrolidin-3-yl}-4-methoxy-1H-pyrazole-1-carbonyl)benzoic acid ClC1=C(C(=O)O)C=CC=C1C(=O)N1N=C(C(=C1N(C)CC1=CC=C(C=C1)F)OC)C1CN(C(C1)=O)S(=O)(=O)N1CC(CC1)O